(6-bromo-2-chloro-quinazolin-4-yl)[1-(2-methyl-3-trifluoromethyl-phenyl)-ethyl]-amine BrC=1C=C2C(=NC(=NC2=CC1)Cl)NC(C)C1=C(C(=CC=C1)C(F)(F)F)C